(S,Z)-3-(6-(2-(hydroxymethyl)-4-(methoxyimino)pyrrolidine-1-carbonyl)-2-morpholinopyridin-3-yl)-2-methylbenzonitrile OC[C@H]1N(C\C(\C1)=N/OC)C(=O)C1=CC=C(C(=N1)N1CCOCC1)C=1C(=C(C#N)C=CC1)C